tert-butyl 4-(7-(4-((4-(2-(3-chloro-4-(2-chloroethoxy)-5-cyanophenyl)propan-2-yl)phenoxy)methyl)pyrimidin-2-yl)-2,7-diazaspiro[3.5]nonan-2-yl)piperidine-1-carboxylate ClC=1C=C(C=C(C1OCCCl)C#N)C(C)(C)C1=CC=C(OCC2=NC(=NC=C2)N2CCC3(CN(C3)C3CCN(CC3)C(=O)OC(C)(C)C)CC2)C=C1